Cl.FCC1(COC1)N 3-(fluoromethyl)oxetane-3-amine hydrochloride